3-hydroxybutyl-glutamic acid OC(CCN[C@@H](CCC(=O)O)C(=O)O)C